triphenylsulfonium triflate (perfluoromethanesulfonate) FC(S(=O)(=O)[O-])(F)F.[O-]S(=O)(=O)C(F)(F)F.C1(=CC=CC=C1)[S+](C1=CC=CC=C1)C1=CC=CC=C1.C1(=CC=CC=C1)[S+](C1=CC=CC=C1)C1=CC=CC=C1